FC(OC=1C=C(C=CC1)N1C(C(C2=CC(=CC=C12)C(=O)NC1C(CCC1)S(=O)(=O)C)(C)C)=O)F 1-[3-(difluoromethoxy)phenyl]-3,3-dimethyl-N-(2-methylsulfonylcyclopentyl)-2-oxo-indoline-5-carboxamide